6-[2-(6-fluoro-2,4-dimethyl-indol-1-yl)-ethylamino]-pyrimidin FC1=CC(=C2C=C(N(C2=C1)CCNC1=CC=NC=N1)C)C